tert-butyl 4-[3-(2,6-dioxo-3-piperidyl)-1,2-benzoxazol-6-yl]piperidine-1-carboxylate O=C1NC(CCC1C1=NOC2=C1C=CC(=C2)C2CCN(CC2)C(=O)OC(C)(C)C)=O